(R)-N-cyclopropylpyrrolidin-3-amine 2HCl Cl.Cl.C1(CC1)N[C@H]1CNCC1